5-bromo-2-((2-chloro-1H-imidazole-1-yl)methyl)pyridine BrC=1C=CC(=NC1)CN1C(=NC=C1)Cl